OC1=CC(=C(C=C1)C(C1=CC=CC=C1)C(=O)C(C1=CC=CC=C1)C1=C(C=C(C=C1)O)C)C 4-hydroxy-2-methylphenylbenzyl ketone